C(#N)C1=CC(=C(C(=O)NC2=C(C=CC(=C2)C(NC2=C(C=C(C=C2Cl)C(C(F)(F)F)(C(F)(F)F)F)Cl)=O)C#N)C=C1)C 4-cyano-N-[2-cyano-5-[[2,6-dichloro-4-[1,2,2,2-tetrafluoro-1-(tri-fluoromethyl)ethyl]phenyl]carbamoyl]phenyl]-2-methyl-benzamide